ClC1=CC=C(/C=C/C=2C(=NC=C(C(=O)NC(C)CCO)C2)OC)C=C1 (E)-5-(4-chlorostyryl)-N-(4-hydroxybut-2-yl)-6-methoxynicotinamide